7-(2-thienyl)[1,2,4]triazolo[4,3-a]pyrimidine S1C(=CC=C1)C1=NC=2N(C=C1)C=NN2